C(C)OC(=O)N1CC2(CC(C2)N2C[C@H]3C([C@H]3C2)C(=O)N2CCCC2)CC1 2-[(1r,5s,6r)-6-(pyrrolidin-1-ylcarbonyl)-3-azabicyclo[3.1.0]hex-3-yl]-6-azaspiro[3.4]octane-6-carboxylic acid ethyl ester